C[Si](C)(C)C([C@](N)(C(=O)O)[Si](C)(C)C)(C1=CC=C(C=C1)O)[Si](C)(C)C Tris(trimethylsilyl)tyrosine